ClCC1=C(N=C(S1)NC(C)=O)F N-[5-(chloromethyl)-4-fluoro-thiazol-2-yl]acetamide